C(CCC)OC(=O)C1COC2(C1N(C=1C=CC=CC21)S(=O)(=O)C2=CC=C(C)C=C2)C(F)(F)F 4-p-toluenesulfonyl-8b-(trifluoromethyl)-3,3a,4,8b-tetrahydro-2H-furo[3,2-b]indole-3-carboxylic acid butyl ester